N-[(2,4-dimethoxyphenyl)methyl]-5-isopropyl-pyridazin-3-amine COC1=C(C=CC(=C1)OC)CNC=1N=NC=C(C1)C(C)C